ClC1=NC=CC(=C1C#N)NC1=C(C=C(C=C1)OC)C 2-chloro-4-(4-methoxy-2-methylanilino)pyridine-3-carbonitrile